5-{3-fluoro-4-[4-({[4-(trifluoromethyl)pyridin-2-yl]methyl}carbamoyl)-1H-1,2,3-triazol-1-yl]butyl}-N-(3,3,3-trifluoropropyl)-1,3,4-thiadiazole-2-carboxamide FC(CCC1=NN=C(S1)C(=O)NCCC(F)(F)F)CN1N=NC(=C1)C(NCC1=NC=CC(=C1)C(F)(F)F)=O